ClC=1C(=C(C(=CC1)OC)C1=CC(=NC=C1C(=O)NC=1SC(=NN1)OCCO[C@@H]1COCC1)C)F 4-(3-chloro-2-fluoro-6-methoxyphenyl)-6-methyl-N-(5-(2-(((S)-tetrahydrofurane-3-yl)oxy)ethoxy)-1,3,4-thiadiazol-2-yl)nicotinamide